(3S,4R,5S,6R)-6-(acetoxymethyl)-3-(2-cyclobutylacetamido)tetrahydro-2H-pyran-2,4,5-triyl triacetate C(C)(=O)OC1O[C@@H]([C@H]([C@@H]([C@@H]1NC(CC1CCC1)=O)OC(C)=O)OC(C)=O)COC(C)=O